(rac)-(6-(2,3-Dihydrobenzofuran-6-yl)-2-azaspiro[3.4]octan-2-yl)((1s,3s)-3-hydroxy-3-methylcyclobutyl)methanon O1CCC2=C1C=C(C=C2)[C@H]2CC1(CN(C1)C(=O)C1CC(C1)(C)O)CC2 |r|